methyl 4-hydroxy-6-oxo-1-(tetrahydro-2H-pyran-4-yl)-1,6-dihydropyridine-3-carboxylate OC=1C(=CN(C(C1)=O)C1CCOCC1)C(=O)OC